methyl 3-bromo-4-(2,6-dimethyl-4-nitrophenoxy)benzoate BrC=1C=C(C(=O)OC)C=CC1OC1=C(C=C(C=C1C)[N+](=O)[O-])C